C12C(CC(CC1)C2)CC(S(=O)(=O)C2=CC=CC=C2)[Ge](C)(C)C (2-(bicyclo[2.2.1]heptan-2-yl)-1-(phenylsulfonyl)ethyl)trimethylgermane